chloro-10-(1-(4-hydroxybutyl)piperidin-4-yl)-7,7-dimethylindolo[1,2-a]quinazolin-5(7H)-one ClC1=CC=CC=2C(N=C3N(C12)C1=CC(=CC=C1C3(C)C)C3CCN(CC3)CCCCO)=O